IC=1C(=NN(C1C)COCC[Si](C)(C)C)C(=O)OC Methyl 4-iodo-5-methyl-1-((2-(trimethylsilyl)ethoxy)methyl)-1H-pyrazole-3-carboxylate